3-amino-2,6-dichlorobenzonitrile NC=1C(=C(C#N)C(=CC1)Cl)Cl